The molecule is a member of the class of chloroethanes that is ethane in which all the hydrogens are replaced by chloro groups. It has a role as a carcinogenic agent and a refrigerant. It is a chlorocarbon and a member of chloroethanes. C(C(Cl)(Cl)Cl)(Cl)(Cl)Cl